[C@@H]12CN(C[C@H]2C1)C1=C(C=C(CN2N=CC3=C(C=CC(=C23)C(=O)NC2CC3(CCC3)C2)Cl)C=C1)F 6-(1-(4-((1R,5S)-3-Azabicyclo[3.1.0]hexan-3-yl)-3-fluorobenzyl)-4-chloro-1H-indazol-7-carboxamido)spiro[3.3]heptan